7-Pentacosenoic acid C(CCCCCC=CCCCCCCCCCCCCCCCCC)(=O)O